methyl 5-cyclopropyl-4-{5-fluoro-3-[(5-fluoropyridin-3-yl)methoxy]pyridin-2-yl}thiophene-2-carboxylate C1(CC1)C1=C(C=C(S1)C(=O)OC)C1=NC=C(C=C1OCC=1C=NC=C(C1)F)F